3,5-Dimethoxy-4-(2-methyl-1-oxo-1,2-dihydro-2,7-naphthyridin-4-yl)benzaldehyde COC=1C=C(C=O)C=C(C1C1=CN(C(C2=CN=CC=C12)=O)C)OC